(S)-7-chloro-N-(1-cyclopropylethyl)-3-(2,6-difluoro-3,5-dimethoxyphenyl)-2,6-naphthyridine-1-amine ClC1=NC=C2C=C(N=C(C2=C1)N[C@@H](C)C1CC1)C1=C(C(=CC(=C1F)OC)OC)F